N1(CCCCC1)C1CCNCC1 1,4-bipiperidin